NC=1C=C(C(=O)OC)C=CC1 Methyl 3-aminobenzoate